C(CCCCCCCCCCCC)C(C(CC(=O)OC1CC(N(C(C1)(C)C)C)(C)C)(C(=O)OC1CC(N(C(C1)(C)C)C)(C)C)CCCCCCCCCCCCC)(CC(=O)[O-])C(=O)[O-] Bis(1,2,2,6,6-pentamethyl-4-piperidyl) bis(tridecyl)-1,2,3,4-butanetetracarboxylate